3-(5-phenyl-1,2,4-thiadiazol-3-yl)bicyclo[1.1.1]Pentane-1-amine C1(=CC=CC=C1)C1=NC(=NS1)C12CC(C1)(C2)N